N,N-dipropylpyridine-2-amide C(CC)N(C(=O)C1=NC=CC=C1)CCC